C(C)(C)(C)C=1C=C(C=C(C1)C(C)(C)C)C1=CC(=CC(=C1)N(C1=CC=2C(C3=CC=CC=C3C2C=C1)(C)C)C1=CC=C(C=C1)C1CCCCC1)C1=CC(=CC(=C1)C(C)(C)C)C(C)(C)C N-(3,3'',5,5''-tetra-t-butyl-1,1':3',1''-terphenyl-5'-yl)-N-(4-cyclohexylphenyl)-9,9-dimethyl-9H-fluoren-2-amine